2-methylpyrimidine-5-boronate CC1=NC=C(C=N1)B([O-])[O-]